4-[1-(4-fluorobenzyl)-1H-indole-3-carboxamido]benzoic acid FC1=CC=C(CN2C=C(C3=CC=CC=C23)C(=O)NC2=CC=C(C(=O)O)C=C2)C=C1